ClC1=C(C(=O)N2CCC(CC2)C(=O)NC2[C@H]3CNC[C@@H]23)C=CC(=C1)NC(=O)C=1N(C(=CN1)C1=C(C(=C(C=C1)OC(F)F)F)F)C |r| 1-[2-chloro-4-[[5-[4-(difluoromethoxy)-2,3-difluoro-phenyl]-1-methyl-imidazole-2-carbonyl]amino]benzoyl]-N-[rac-(1S,5R)-3-azabicyclo[3.1.0]hexan-6-yl]piperidine-4-carboxamide